FC1=C(C=C(CC2=NNC(C3=CC=C(C=C23)B(O)O)=O)C=C1)C(=O)OC (4-(4-fluoro-3-(methoxycarbonyl)benzyl)-1-oxo-1,2-dihydrophthalazin-6-yl)boronic acid